CC(C(=O)N)(C)C DIMETHYLPROPIONAMIDE